2,7-dichloro-4-methyl-9H-indeno[2,1-d]pyrimidin-9-one ClC=1N=C(C2=C(N1)C(C=1C=C(C=CC12)Cl)=O)C